C1(=CC=CC=C1)C=1C=C(CN(CCO)OCC)C=CC1C1=CC=CC=C1 2-(3,4-diphenylethoxybenzylamino)ethanol